C(C)N1CC2=C(C=CC=C2CC1)CN1CCCC12CCN(CC2)C(=O)OC(C(F)(F)F)C(F)(F)F 1,1,1,3,3,3-hexafluoropropan-2-yl 1-((2-ethyl-1,2,3,4-tetrahydroisoquinolin-8-yl) methyl)-1,8-diazaspiro[4.5]decane-8-carboxylate